2,5-bis(2,2,2-trifluoroethoxy)benzol FC(COC1=CC=C(C=C1)OCC(F)(F)F)(F)F